3-(5-piperazinyl)pentyl-1H-indole N1CCNC(C1)C(CCN1C=CC2=CC=CC=C12)CC